4-(2-bromoacetyl)-N,N-dimethylbenzenesulfonamide BrCC(=O)C1=CC=C(C=C1)S(=O)(=O)N(C)C